((3S,7aS)-7a-((trityloxy)methyl)hexahydro-1H-pyrrolizin-3-yl)methyl dimethylcarbamate CN(C(OC[C@@H]1CC[C@@]2(CCCN12)COC(C1=CC=CC=C1)(C1=CC=CC=C1)C1=CC=CC=C1)=O)C